2-(5-(4-(3-(1-(4-(tert-butyl)benzyl)-4-ethyl-5-oxo-4,5-dihydro-1H-1,2,4-triazol-3-yl)propyl)pyrimidin-2-yl)-2-ethoxyphenyl)acetic acid C(C)(C)(C)C1=CC=C(CN2N=C(N(C2=O)CC)CCCC2=NC(=NC=C2)C=2C=CC(=C(C2)CC(=O)O)OCC)C=C1